(E)-N-(quinolin-3-yl)-3-(3-(p-tolyl)-1,4,8-triazaspiro[4.5]decan-1,3-dien-2-yl)acrylamide N1=CC(=CC2=CC=CC=C12)NC(\C=C\C1=NC2(N=C1C1=CC=C(C=C1)C)CCNCC2)=O